2-(6-methoxybenzo[d][1,3]dioxol-5-yl)-4,4,5,5-tetramethyl-1,3,2-dioxaborolane COC=1C(=CC2=C(OCO2)C1)B1OC(C(O1)(C)C)(C)C